(S)-2-(4-(difluoromethoxy)-2,6-dimethylphenyl)-6-(1-hydroxyethyl)-2,5-dihydro-4H-pyrazolo[3,4-d]pyrimidin-4-one FC(OC1=CC(=C(C(=C1)C)N1N=C2N=C(NC(C2=C1)=O)[C@H](C)O)C)F